3-(morpholin-4-yl)aniline N1(CCOCC1)C=1C=C(N)C=CC1